tert-butyl N-[2-({4-[2,6-difluoro-4-(4-methoxy-6-methylpyridin-3-ylamino)-phenoxy]-6-methoxyquinolin-7-yl} oxy) ethyl]-N-methylcarbamate FC1=C(OC2=CC=NC3=CC(=C(C=C23)OC)OCCN(C(OC(C)(C)C)=O)C)C(=CC(=C1)NC=1C=NC(=CC1OC)C)F